C(C#C)NC(=O)C1=CC=CC=2N1N=CC2 N-(prop-2-yn-1-yl)pyrazolo[1,5-a]pyridine-7-carboxamide